1-[3-(1-acetylpiperidin-4-yl)-5-{[(5-chlorothiophen-2-yl)methyl]amino}-1H-pyrazol-1-yl]-2,2-dimethylpropan-1-one C(C)(=O)N1CCC(CC1)C1=NN(C(=C1)NCC=1SC(=CC1)Cl)C(C(C)(C)C)=O